C(#N)C1(CC1)NS(=O)(=O)C=1C=C(C=2N(C1)C(=NC2)C=2SC(=NN2)C(F)(F)F)N2C[C@H](N(CC2)C(=O)C2(CC2)C)C (R)-N-(1-cyanocyclopropyl)-8-(3-methyl-4-(1-methylcyclopropane-1-carbonyl)piperazin-1-yl)-3-(5-(trifluoromethyl)-1,3,4-thiadiazol-2-yl)imidazo[1,5-a]pyridine-6-sulfonamide